OC1(CC2(C1)CN(CCC2)C(=O)OCC2=CC=CC=C2)C trans-benzyl 2-hydroxy-2-methyl-6-azaspiro[3.5]nonane-6-carboxylate